6-((3-methoxy-4-((6-(trifluoromethyl)pyridin-3-yl)methoxy)phenyl)amino)-3-morpholinoquinoxaline-5-carbonitrile COC=1C=C(C=CC1OCC=1C=NC(=CC1)C(F)(F)F)NC1=C(C=2N=C(C=NC2C=C1)N1CCOCC1)C#N